9-(1,1-dideuterio-2,2,2-trifluoro-ethoxy)-4-[[(2S)-1,4-dioxan-2-yl]methoxy]-1-methyl-6,7-dihydrobenzo[a]quinolizin-2-one [2H]C(C(F)(F)F)(OC1=CC2=C(C3=C(C(C=C(N3CC2)OC[C@H]2OCCOC2)=O)C)C=C1)[2H]